FC1=C(OC2=C(C=C(C(=C2)N2N=CC=C2)NS(=O)(=O)CC)C2=CC(=[N+](C(=C2)C)[O-])C)C=CC(=C1)F 4-(2-(2,4-Difluorophenoxy)-5-(ethylsulfonylamino)-4-(1H-pyrazol-1-yl)phenyl)-2,6-dimethylpyridine 1-oxide